((1s,3s)-3-Hydroxy-3-methylcyclobutyl)(7-(6-isopropyl-5-methylpyridin-2-yl)-2-azaspiro[3.5]nonan-2-yl)methanon OC1(CC(C1)C(=O)N1CC2(C1)CCC(CC2)C2=NC(=C(C=C2)C)C(C)C)C